N-(7-azidoheptyl)-2-methyl-8-[4-(trifluoromethyl)phenyl]-2H,8H-pyrazolo[3,4-b]indole-5-carboxamide N(=[N+]=[N-])CCCCCCCNC(=O)C=1C=C2C=3C(N(C2=CC1)C1=CC=C(C=C1)C(F)(F)F)=NN(C3)C